(4R)-2-(1-carbamoyl-3-methoxy-propyl)-4-methyl-N-[5-(2,2,2-trifluoroethyl)-3-pyridyl]-3,4-dihydro-1H-isoquinoline-7-carboxamide C(N)(=O)C(CCOC)N1CC2=CC(=CC=C2[C@H](C1)C)C(=O)NC=1C=NC=C(C1)CC(F)(F)F